C1(CC1)OC=1C=CC(=NC1)C(=O)O 5-cyclopropyloxypyridine-2-carboxylic acid